(5Z)-2-(Cyclohexylamino)-3-methyl-5-(quinazolin-6-ylmethylene)imidazol-4-one C1(CCCCC1)NC1=N\C(\C(N1C)=O)=C/C=1C=C2C=NC=NC2=CC1